Methylbutyldiethoxysilane C[Si](OCC)(OCC)CCCC